(S)-2-(dibenzylamino)-2-phenylethan-1-ol C(C1=CC=CC=C1)N([C@H](CO)C1=CC=CC=C1)CC1=CC=CC=C1